9-(4-chloro-2-fluoro-phenyl)-2,3-dimethyl-7-[(2S,6R)-2-methyl-6-(1H-pyrazol-4-yl)morpholin-4-yl]pyrazino[1,2-a]pyrimidin-4-one ClC1=CC(=C(C=C1)C1=NC(=CN2C1=NC(=C(C2=O)C)C)N2C[C@@H](O[C@@H](C2)C=2C=NNC2)C)F